3-buten-1-ol tantalum [Ta].C(CC=C)O